N-[5-(2,2-difluoroethoxy)-4,6-dimethoxy-pyrimidin-2-yl]-1H-pyrrolo[3,2-H]quinoline-3-sulfonamide FC(COC=1C(=NC(=NC1OC)NS(=O)(=O)C1=CNC2=C1C=CC=1C=CC=NC21)OC)F